decapropylene glycol ditosylate S(=O)(=O)(C1=CC=C(C)C=C1)OC(C)COC(C)COC(C)COC(C)COC(C)COC(C)COC(C)COC(C)COC(C)COC(C)COS(=O)(=O)C1=CC=C(C)C=C1